phenyl-(phenylcarbazolyl)indolocarbazole 7-(4-(4-(dimethylamino)benzyl)piperazin-1-yl)-1-ethyl-6-fluoro-4-oxo-1,4-dihydroquinoline-3-carboxylate CN(C1=CC=C(CN2CCN(CC2)C2=C(C=C3C(C(=CN(C3=C2)CC)C(=O)O)=O)F)C=C1)C.C1(=CC=CC=C1)C=1C(=C2C(=CC1)N=C1C=CC3=C4C=CC=CC4=NC3=C12)C1=C(C=CC=2C3=CC=CC=C3NC12)C1=CC=CC=C1